C(#N)C1(CC1)NS(=O)(=O)C1=CC=C2C3=C(N(C2=C1)C=1SC(=NN1)C(F)F)N=CN=C3C3C[C@@H](N(CC3)C(=O)OC(C)(C)C)C tert-butyl (2S)-4-(7-(N-(1-cyanocyclopropyl) sulfamoyl)-9-(5-(difluoromethyl)-1,3,4-thiadiazol-2-yl)-9H-pyrimido[4,5-b]Indole-4-yl)-2-methylpiperidine-1-carboxylate